ClC1=C(C=C(C(=C1)Cl)C(F)(F)F)NC(=O)N[C@@H](C)C=1N(N=CN1)C1=NC=C(C=C1)C(=O)N1C[C@H](O[C@H](C1)C)C 1-[2,4-dichloro-5-(trifluoromethyl)phenyl]-3-[(1S)-1-[2-[5-[(2R,6S)-2,6-dimethylmorpholine-4-carbonyl]-2-pyridyl]-1,2,4-triazol-3-yl]ethyl]urea